[C@@H]12OC[C@@H](N(C1)C1CCN(CC1)C1=C(C=C(C(=C1)OC)NC1=NC=NC(=C1)N1OCC[C@@H]1C1=C(C=C(C=C1)Cl)F)NC(C=C)=O)C2 N-(2-(4-((1S,4S)-2-oxa-5-azabicyclo[2.2.1]heptane-5-yl)piperidine-1-yl)-5-((6-((R)-3-(4-chloro-2-fluorophenyl)isoxazolidine-2-yl)pyrimidine-4-yl)amino)-4-methoxyphenyl)acrylamide